(S)-1-(methylthio)heptan-3-amine CSCC[C@H](CCCC)N